methylphenyl-hypophosphorous acid CP(=O)(O)C1=CC=CC=C1